N-((2R,3S)-1-acetyl-2-(((cis-4-(3,5-difluorophenyl)cyclohexyl)oxy)-methyl)piperidin-3-yl)methanesulfonamide C(C)(=O)N1[C@H]([C@H](CCC1)NS(=O)(=O)C)CO[C@@H]1CC[C@@H](CC1)C1=CC(=CC(=C1)F)F